C(C)N1N=CC(=C1C1=C(C2=C(S1)C=CC=C2)C#N)I 2-(1-ethyl-4-iodo-1H-pyrazol-5-yl)benzo[b]thiophene-3-carbonitrile